N-[[6-(3-Benzyl-1-piperidyl)-2-pyridyl]sulfonyl]-2-(2,2,4-trimethylpyrrolidin-1-yl)pyridin-3-carboxamid C(C1=CC=CC=C1)C1CN(CCC1)C1=CC=CC(=N1)S(=O)(=O)NC(=O)C=1C(=NC=CC1)N1C(CC(C1)C)(C)C